4-chloro-6-(4-fluorophenyl)-8-methoxyquinazoline ClC1=NC=NC2=C(C=C(C=C12)C1=CC=C(C=C1)F)OC